3-chloro-6,12-dioxoindolo[2,1-b]quinazoline-8-carboxylic acid ClC1=CC=C2C(N3C(=NC2=C1)C(C1=CC(=CC=C13)C(=O)O)=O)=O